4-methyl-2-nitro-1-(((2-(trifluoromethoxy)benzyl)oxy)methyl)benzene CC1=CC(=C(C=C1)COCC1=C(C=CC=C1)OC(F)(F)F)[N+](=O)[O-]